2,6,11,15-tetramethylhexadecane CC(C)CCCC(CCCCC(CCCC(C)C)C)C